1-(2-propylbenzo[d]oxazol-6-yl)-3-(p-tolyl)urea C(CC)C=1OC2=C(N1)C=CC(=C2)NC(=O)NC2=CC=C(C=C2)C